O1C([C@@H]([C@H]([C@@H](C1)O)O)O)O (3R,4S,5R)-oxacyclohexane-2,3,4,5-tetraol